5-phenyl-1,3,4-thiadiazol C1(=CC=CC=C1)C1=NN=CS1